OC(CCN1N=CC=C1C(=O)OCC1=CC=CC=C1)C Benzyl 1-(3-hydroxybutyl)-1H-pyrazole-5-carboxylate